(E)-6-(4,4-difluorobut-2-enoyl)-4-(2-(1-ethyl-3-(trifluoromethyl)-1H-pyrazol-4-yl)phenyl)-4,5,6,7-tetrahydrothieno[2,3-c]pyridine-2-carbonitrile FC(/C=C/C(=O)N1CC2=C(C(C1)C1=C(C=CC=C1)C=1C(=NN(C1)CC)C(F)(F)F)C=C(S2)C#N)F